tert-butyl 6-(2-(2,6-dioxopiperidin-3-yl)-1-oxoisoindoline-5-carbonyl)-1,6-diazaspiro[3.4]octane-1-carboxylate O=C1NC(CCC1N1C(C2=CC=C(C=C2C1)C(=O)N1CC2(CCN2C(=O)OC(C)(C)C)CC1)=O)=O